NC=1C=CC(=C(C1)P(C)(C)=O)NC1=NC(=NC=C1Cl)NC1=C(C=C2CCN(CC2=C1)C)OC (5-amino-2-((5-chloro-2-((6-methoxy-2-methyl-1,2,3,4-tetrahydroisoquinolin-7-yl)amino)pyrimidin-4-yl)amino)phenyl)dimethyl-phosphine oxide